NC=1C(N(C=CC1)CC1=NC2=C(N1COCC[Si](C)(C)C)C=CC=C2C(C(C)C)(F)F)=O 3-amino-1-((4-(1,1-difluoro-2-methylpropyl)-1-((2-(trimethylsilyl)ethoxy)methyl)-1H-benzo[d]imidazol-2-yl)methyl)pyridin-2(1H)-one